COC1=CC(=NC=C1C1CCN(CC1)C(=O)C1=NC=C(C(=C1)OC)C1=CC=C(C=C1)C(F)(F)F)N 4-methoxy-5-(1-{4-methoxy-5-[4-(trifluoromethyl)phenyl]pyridin-2-carbonyl}piperidin-4-yl)pyridin-2-amine